calcium aluminum vanadium [V].[Al].[Ca]